4-(oxetan-3-yloxy)quinoline-2-carboxylic acid O1CC(C1)OC1=CC(=NC2=CC=CC=C12)C(=O)O